C(C)[Si](C1=CC=C(N(C2=CC=C(C=C2)C)C2=CC=C(C=C2)C)C=C1)(C)C 4-(ETHYLDIMETHYLSILYL)-N,N-di-p-tolylaniline